Cl.CN1CC2(CC1)CCNCC2 2-methyl-2,8-diazaspiro[4.5]decane HCl